OC1=C(OC2=C(C1=O)C(=CC(=C2)O)O)C2=CC=C(C=C2)O 3,5,7-trihydroxy-2-(4-hydroxyphenyl)-4H-1-benzopyran-4-one